N-(2-((2-chloro-5-(trifluoromethyl)pyrimidin-4-yl)amino)phenyl)methylsulfonamide ClC1=NC=C(C(=N1)NC1=C(C=CC=C1)CNS(=O)=O)C(F)(F)F